(7,7-difluoro-5-oxa-2-azaspiro[3.4]octan-2-yl)(3-(2-methyl-2H-pyrazolo[3,4-b]pyridin-5-yl)-6-quinoxalinyl)methanone FC1(COC2(CN(C2)C(=O)C=2C=C3N=C(C=NC3=CC2)C2=CC=3C(N=C2)=NN(C3)C)C1)F